2-(4-chlorophenyl)-5-(trifluoromethyl)-2-((phenylseleno)methyl)-2,3-dihydrobenzofuran ClC1=CC=C(C=C1)C1(OC2=C(C1)C=C(C=C2)C(F)(F)F)C[Se]C2=CC=CC=C2